5-tetrahydropyran-2-yloxyadamantane-2-carbonitrile O1C(CCCC1)OC12CC3C(C(CC(C1)C3)C2)C#N